CN(CCCOC(=O)OC(CCCC(C(=O)O)(CC(=O)O)C(CCCCCCCC)CCCCCCCC)CCCCCCCC\C=C/C\C=C/CCCCC)C.ClC(C(=O)C=1NC=CC1)(Cl)Cl 2-(trichloroacetyl)pyrrole (13Z,16Z)-4-(((3-(dimethylamino)propoxy)carbonyl)oxy)docosa-13,16-dien-1-ylheptadecan-9-ylsuccinate